FC1=C(C=CC(=C1)N1C(N(C(C1(C)C)=O)C=1C=C(C(=NC1)C#N)C(F)(F)F)=S)C1=CC=C(C=C1)O 5-(3-(2-fluoro-4'-hydroxybiphenyl-4-yl)-4,4-dimethyl-5-oxo-2-thioxoimidazolidin-1-yl)-3-(trifluoromethyl)pyridinecarbonitrile